di(2-ethyl hexyl) phosphate P(=O)(OCC(CCCC)CC)(OCC(CCCC)CC)[O-]